ClC1=CC=C(C2=C1NC=N2)F 7-chloro-4-fluoro-1H-benzo[d]imidazole